5-bromo-6-chloro-N-(1-methylcyclopropyl)pyridine-3-sulfonamide BrC=1C=C(C=NC1Cl)S(=O)(=O)NC1(CC1)C